1-(4-chlorobenzyl)-N-(2-(4-(pyridin-3-yl)-1H-1,2,3-triazol-1-yl)ethyl)-1H-indazole-3-carboxamide ClC1=CC=C(CN2N=C(C3=CC=CC=C23)C(=O)NCCN2N=NC(=C2)C=2C=NC=CC2)C=C1